tert-Butyl N-[(1R)-3-[4-[(2,4-dimethoxyphenyl)methylamino]-3-[4-[[4-(trifluoromethyl)-2-pyridyl]carbamoyl]phenyl]pyrazolo[4,3-c]pyridin-1-yl]-1-methyl-propyl]carbamate COC1=C(C=CC(=C1)OC)CNC1=NC=CC2=C1C(=NN2CC[C@@H](C)NC(OC(C)(C)C)=O)C2=CC=C(C=C2)C(NC2=NC=CC(=C2)C(F)(F)F)=O